C(C)(=O)N(N(C(=O)C1=CC=2C3=C(C(=NC2C=C1)N)C=NN3C)CC3=C(C=C(C=C3F)Cl)F)C N'-acetyl-4-amino-N-(4-chloro-2,6-difluorobenzyl)-N',1-dimethyl-1H-pyrazolo[4,3-c]quinoline-8-carbohydrazide